11-(4-chloro-2,6-dimethylphenyl)-12-hydroxy-1,4-dioxa-9-aza-dispiro[4.2.4.2]tetradec-11-en-10-one ClC1=CC(=C(C(=C1)C)C=1C(NC2(CCC3(OCCO3)CC2)C1O)=O)C